3-hydroxy-N-methyl-4-{[3-(4-{[(1S,4S)-4-(dimethylamino)cyclohexyl]amino}-1-(2,2,2-trifluoroethyl)-1H-indol-2-yl)prop-2-yn-1-yl]amino}benzamide OC=1C=C(C(=O)NC)C=CC1NCC#CC=1N(C2=CC=CC(=C2C1)NC1CCC(CC1)N(C)C)CC(F)(F)F